(S)-4-methyl-3-(1-(5-(morpholine-4-carbonyl)pyrazolo[1,5-a]pyridin-3-yl)pyrrolidin-3-yl)-N-(5-(trifluoromethyl)pyridin-3-yl)benzamide CC1=C(C=C(C(=O)NC=2C=NC=C(C2)C(F)(F)F)C=C1)[C@H]1CN(CC1)C=1C=NN2C1C=C(C=C2)C(=O)N2CCOCC2